N-((2-(6-(4-(6-(hydroxymethyl)pyridin-3-yl)piperidin-1-yl)pyridin-2-yl)-1,6-naphthyridin-7-yl)methyl)-5-(methylsulfonyl)nicotinamide OCC1=CC=C(C=N1)C1CCN(CC1)C1=CC=CC(=N1)C1=NC2=CC(=NC=C2C=C1)CNC(C1=CN=CC(=C1)S(=O)(=O)C)=O